FC(C=1N=CC(=NC1)C(=O)NC12CC(C1)(C2)NC(COC2=CC(=C(C=C2)F)F)=O)F 5-(difluoromethyl)-N-{3-[2-(3,4-difluorophenoxy)acetylamino]bicyclo[1.1.1]pentan-1-yl}pyrazine-2-carboxamide